C(C1=CC=CC=C1)O\N=C(/N)\C=1C=NC(=C(C1)Cl)C(CO)O (Z)-N'-(benzyloxy)-5-chloro-6-(1,2-dihydroxyethyl)pyridine-3-carboxamidine